1-[2-cyano-4-(trifluoromethyl)phenyl]-4-[6-(3-fluoro-2-methoxyphenyl)pyridin-3-yl]-N-[(3S)-1-methylpyrrolidin-3-yl]piperidine-4-carboxamide C(#N)C1=C(C=CC(=C1)C(F)(F)F)N1CCC(CC1)(C(=O)N[C@@H]1CN(CC1)C)C=1C=NC(=CC1)C1=C(C(=CC=C1)F)OC